FC1=NN(C=C1[N+](=O)[O-])C(C(=O)O)CC 2-(3-fluoro-4-nitro-pyrazol-1-yl)butanoic acid